NC1=C(C(N(C2=CC(=CC=C12)I)C=1C=NC(=CC1C)N)=O)C(=O)OC methyl 4-amino-1-(6-amino-4-methylpyridin-3-yl)-7-iodo-2-oxo-1,2-dihydroquinoline-3-carboxylate